6-bromo-1-methyl-1,2-dihydro-3H-indazol-3-one BrC1=CC=C2C(NN(C2=C1)C)=O